C(C)(=O)N[C@H]1C(OC(C)=O)O[C@@H]([C@H]([C@@H]1OC(C)=O)OC(C)=O)COC(C)=O 2-Acetamido-1,3,4,6-tetra-O-acetyl-2-deoxy-D-glucopyranose